C(C)(C)(C)OOC(CCCC(=O)O)=O peroxyglutaric acid tert-butyl ester